ClC1=C(C(=CC=C1F)Cl)C(C)O 2,6-dichloro-3-fluorophenylethanol